N,N,N',N'-tetramethyl-1,3-diaminopropane CN(CCCN(C)C)C